NC1=NC2=CC=C(C=C2C=C1Cl)C(=O)N([C@H](C)C1=NC=CC=N1)CC1=NC=C(C=C1)C#N 2-amino-3-chloro-N-((5-cyano-2-pyridinyl)methyl)-N-((1R)-1-(2-pyrimidinyl)ethyl)-6-quinolinecarboxamide